CC1=C(C=CC=C1C)N1CCN(CC1)C(CN1N=C(C2=C1CCC2)C(=O)N2C[C@@H](N(CC2)C(CO)=O)C)=O (S)-1-(4-(2,3-Dimethylphenyl)piperazin-1-yl)-2-(3-(4-(2-hydroxyacetyl)-3-methylpiperazin-1-carbonyl)-5,6-dihydrocyclopenta[c]pyrazol-1(4H)-yl)ethanon